FC=1C=C(C=CC1F)C1(CCN(CC1)C1=NC(=NC(=C1)N1C(=NC=C1C)C1=NC=CC=C1)C)O 4-(3,4-difluorophenyl)-1-(2-methyl-6-(5-methyl-2-(pyridin-2-yl)-1H-imidazol-1-yl)pyrimidin-4-yl)piperidin-4-ol